N1(CCNCC1)C1=CC=C(N=N1)C(=O)OCC=C allyl 6-piperazine-1-ylpyridazine-3-carboxylate